fluorosulfite S(=O)([O-])F